C(CCCCCCCCCCCCCCCCCCCCCCCCCCC)C(=O)[O-].[Zn+2].C(CCCCCCCCCCCCCCCCCCCCCCCCCCC)C(=O)[O-] zinc octacosanecarboxylate